[Cl-].[Cl-].[Zr+2].C(C)(C)(C)C=1C(=C(C=NC2CCCCC2)C=CC1)O.C(C)(C)(C)C=1C(=C(C=NC2CCCCC2)C=CC1)O bis-[N-(3-tert-butyl-o-hydroxybenzylidene)cyclohexylamine] zirconium dichloride